6-(cyclopropanecarboxamido)-4-((2-methoxy-3-(1-(tetrahydro-2H-pyran-3-yl)-1H-pyrazol-3-yl)phenyl)amino)nicotinamide C1(CC1)C(=O)NC1=NC=C(C(=O)N)C(=C1)NC1=C(C(=CC=C1)C1=NN(C=C1)C1COCCC1)OC